C(C1=CC=CC=C1)OC([C@H]([C@@H](C)OCC1=CC=CC=C1)N1C(C2(C1)N(CCCC2)C(=O)OC(C)(C)C)=O)=O tert-butyl 2-((2S,3R)-1,3-bis(benzyloxy)-1-oxobutan-2-yl)-1-oxo-2,5-diazaspiro[3.5]nonane-5-carboxylate